NC1=NC(=NC=C1)N1CC(C(CC1)OC(C)O)(F)F {[1-(4-aminopyrimidin-2-yl)-3,3-difluoropiperidin-4-yl]oxy}ethan-1-ol